2-[[(1R)-1-(3-cyclobutyl-6-methyl-2-morpholino-4-oxo-quinazolin-8-yl)ethyl]amino]benzoic acid C1(CCC1)N1C(=NC2=C(C=C(C=C2C1=O)C)[C@@H](C)NC1=C(C(=O)O)C=CC=C1)N1CCOCC1